BrCC(=O)N bromo-acetamide